BrC=1C=C2C(N(C(NC2=CC1)=O)CC(=O)OC)=O methyl 2-(6-bromo-2,4-dioxo-1H-quinazolin-3-yl)acetate